5-[[[2-[tert-butyl(dimethyl)silyl]oxy-3,3,3-trifluoro-2-methyl-propyl]amino]-1,3,4-oxadiazol-2-yl]-5-[(4-chlorophenyl)methyl]-8-fluoro-1,1-dioxo-3,5-dihydro-2H-1λ6-benzothiepin-4-one [Si](C)(C)(C(C)(C)C)OC(CNC1=NN=C(O1)C1(C(CCS(C2=C1C=CC(=C2)F)(=O)=O)=O)CC2=CC=C(C=C2)Cl)(C(F)(F)F)C